3-fluoro-4-hydroxyphenylethylguanidine FC=1C=C(C=CC1O)CCNC(=N)N